FC(C1=CC=C(C=C1)C1CN(CC1)C=1C=2N(N=C(C1)C=1C(NC(NC1)=O)=O)C=CN2)(F)F 5-(8-(3-(4-(trifluoromethyl)phenyl)pyrrolidin-1-yl)imidazo[1,2-b]pyridazin-6-yl)pyrimidine-2,4(1H,3H)-dione